N-(6-(7-(4-fluorophenyl)-1,4-oxazepan-4-yl)-2,4-dimethylpyridin-3-yl)-3,3-dimethylbutanamide FC1=CC=C(C=C1)C1CCN(CCO1)C1=CC(=C(C(=N1)C)NC(CC(C)(C)C)=O)C